6-(3-amino-5-fluoro-6-(4-(4-isopropylpiperazin-1-yl)phenyl)pyrazin-2-yl)-4-chloro-8-fluoro-3-methylisoquinolin-1(2H)-one NC=1C(=NC(=C(N1)F)C1=CC=C(C=C1)N1CCN(CC1)C(C)C)C=1C=C2C(=C(NC(C2=C(C1)F)=O)C)Cl